FC(C1=C(C=CC(=C1)C(F)(F)F)CC(=O)N(CC=1OC(=NN1)C=1C(=NC=CC1)OC)C1=CC=C(C=C1)F)(F)F [2,4-bis(trifluoromethyl)phenyl]-N-(4-fluorophenyl)-N-{[5-(2-methoxypyridin-3-yl)-1,3,4-oxadiazol-2-yl]methyl}acetamide